4-(2-(tert-butoxy)-2-oxoethyl)-3-fluorobenzoic acid C(C)(C)(C)OC(CC1=C(C=C(C(=O)O)C=C1)F)=O